3-[[2-fluoro-3-(hydroxymethyl)phenyl]methyl]-7-[(3-fluoro-2-pyridinyl)oxy]-4-methyl-chromen-2-one FC1=C(C=CC=C1CO)CC=1C(OC2=CC(=CC=C2C1C)OC1=NC=CC=C1F)=O